ethyl 3-[4-[(1S,4S,5R)-5-[[4-cyclopropyl-1-(2,6-dichlorophenyl)-1H-pyrazol-5-yl]methoxy]-2-azabicyclo[2.2.1]heptan-2-yl]-3-fluorophenyl]propanoate C1(CC1)C=1C=NN(C1CO[C@H]1[C@@H]2CN([C@H](C1)C2)C2=C(C=C(C=C2)CCC(=O)OCC)F)C2=C(C=CC=C2Cl)Cl